C1CCC2=C(C=3CCCC3C=C12)NC(=O)N=[S@@](=O)(N)C=1C=NN2C1OC[C@@H](C2)NC (S)-(6R)-N'-((1,2,3,5,6,7-hexahydro-s-indacen-4-yl)carbamoyl)-6-(methylamino)-6,7-dihydro-5H-pyrazolo[5,1-b][1,3]oxazine-3-sulfonimidamide